OCCCCOC1=C(C=NC=C1)C1CN(C1)C(=O)OC(C)(C)C tert-butyl 3-(4-(4-hydroxybutoxy)pyridin-3-yl)azetidine-1-carboxylate